4'-(difluoromethyl)-2,6-bis((S)-3-methylmorpholino)-[4,5'-bipyrimidine]-2'-amine FC(C1=NC(=NC=C1C1=NC(=NC(=C1)N1[C@H](COCC1)C)N1[C@H](COCC1)C)N)F